rac-2-(N-(4-Amino-5-benzoylthiazol-2-yl)-4-methoxy-2-methylanilino)propanamid NC=1N=C(SC1C(C1=CC=CC=C1)=O)N(C1=C(C=C(C=C1)OC)C)[C@@H](C(=O)N)C |r|